C1(CCCC1)C(CN)NCCOC cyclopentyl-N1-(2-methoxyethyl)ethane-1,2-diamine